1-(2-(Cyclopropanesulfonamido)pyrimidin-4-yl)-N-(5-(6-cyclopropylpyrazin-2-yl)pyridin-2-yl)-4-methoxycyclohexane-1-carboxamide C1(CC1)S(=O)(=O)NC1=NC=CC(=N1)C1(CCC(CC1)OC)C(=O)NC1=NC=C(C=C1)C1=NC(=CN=C1)C1CC1